C12CC(CC(CCC1)N2)NC(=O)C2=C1N(C=3CCC(CC23)(F)F)C=CC=C1 N-{9-azabicyclo[3.3.1]nonan-3-yl}-2,2-difluoro-1H,3H,4H-pyrido[1,2-a]indole-10-carboxamide